1-(4-((2-(4-chlorophenyl)-6-methoxybenzo[b]thiophen-3-yl)oxy)phenyl)piperazine ClC1=CC=C(C=C1)C1=C(C2=C(S1)C=C(C=C2)OC)OC2=CC=C(C=C2)N2CCNCC2